C(C)N(C1=C(C=C(C=C1)C1=CC=CC=C1)N)CC N,N-diethyl-p-phenyl-phenylenediamine